N-(4-((3-chloro-4-(pyridin-2-ylmethoxy)phenyl)amino)-7-((1,3-dimethylpyrrolidin-3-yl)ethynyl)quinazolin-6-yl)acrylamide ClC=1C=C(C=CC1OCC1=NC=CC=C1)NC1=NC=NC2=CC(=C(C=C12)NC(C=C)=O)C#CC1(CN(CC1)C)C